2-(chloromethyl)-5-(p-tolyl)-1,3,4-thiadiazole ClCC=1SC(=NN1)C1=CC=C(C=C1)C